N-(4-fluorophenyl)-N-(2-(4-(N-(p-tolyl)propionylamino)piperidin-1-yl)ethyl)propionamide FC1=CC=C(C=C1)N(C(CC)=O)CCN1CCC(CC1)NC(CCC1=CC=C(C=C1)C)=O